magnesium strontium antimony [Sb].[Sr].[Mg]